6-((3aR,6aS)-hexahydropyrrolo[3,4-c]pyrrol-2(1H)-yl)-2-(1-methyl-1H-pyrazol-4-yl)-1H-pyrrolo[2,3-b]pyridine-5-carbonitrile C1N(C[C@@H]2[C@H]1CNC2)C2=C(C=C1C(=N2)NC(=C1)C=1C=NN(C1)C)C#N